C(CC)N(CCC)C(CCC=C[SiH3])N(CCC)CCC bis(di-n-propylamino)propylvinylsilane